BrC=1C=C(C=C2C(C(NC12)=O)=O)C 7-bromo-5-methyl-indoline-2,3-dione